C1(CC1)N1N=C(C=C1)N1C(=CC=C1C)C 1-cyclopropyl-3-(2,5-dimethyl-1H-pyrrol-1-yl)-1H-pyrazole